tert-butyl (3S)-3-[[5-[2-[3-(difluoro-methoxy)phenoxy] pyrimidin-5-yl]-3-pyridyl]amino]pyrrolidine-1-carboxylate FC(OC=1C=C(OC2=NC=C(C=N2)C=2C=C(C=NC2)N[C@@H]2CN(CC2)C(=O)OC(C)(C)C)C=CC1)F